C1(=CC=CC=C1)P(C1=CC=CC=C1)C=CC1=CC=CC=C1 (Diphenylphosphino)Styrene